3-((R)-1-(1-((R)-3-cyclohexyl-2-methylpropanoyl)-4-hydroxypiperidine-4-yl)propyl)-6-phenylpyrimidin-4(3H)-one C1(CCCCC1)C[C@H](C(=O)N1CCC(CC1)(O)[C@@H](CC)N1C=NC(=CC1=O)C1=CC=CC=C1)C